N-(4-amino-2-tetrahydropyran-2-yl-pyrazolo[4,3-c]pyridin-7-yl)-2-oxo-2-[rac-(2R,5S)-2-(2,3-dihydrobenzofuran-5-yl)-5-methyl-1-piperidyl]acetamide NC1=NC=C(C=2C1=CN(N2)C2OCCCC2)NC(C(N2[C@H](CC[C@@H](C2)C)C=2C=CC1=C(CCO1)C2)=O)=O |r|